tert-butyl (tert-butoxycarbonyl)(6-(((tert-butoxycarbonyl)(2-(3-((tert-butyldimethylsilyl)oxy)phenoxy)ethyl)amino)methyl)pyridin-2-yl)carbamate C(C)(C)(C)OC(=O)N(C(OC(C)(C)C)=O)C1=NC(=CC=C1)CN(CCOC1=CC(=CC=C1)O[Si](C)(C)C(C)(C)C)C(=O)OC(C)(C)C